4-Methyl-6-((1-methylcyclopropyl)amino)-2-(methylthio)pyrimidine-5-carboxylic acid ethyl ester C(C)OC(=O)C=1C(=NC(=NC1NC1(CC1)C)SC)C